FC1=C(C=C(C=C1)F)[C@H]1OC[C@H](C[C@@H]1N)C1CC=2C(NN(C2)S(=O)(=O)C=2SC(=CC2)C)=CN1 (2R,3S,5R)-2-(2,5-difluorophenyl)-5-[2-[(5-methyl-2-thienyl)sulfonyl]-4,6-dihydropyrido[3,4-c]pyrazol-5-yl]tetrahydropyran-3-amine